CCCCC#CO hexynol